C(C)(C)(C)N1CCC(CC1)(F)C(NC1=C(C=C(C=C1)Br)C(N)=O)=O tert-butyl-4-((4-bromo-2-carbamoylphenyl)carbamoyl)-4-fluoropiperidin